2,2,4,4-tetramethyl-pentane-1,5-diol CC(CO)(CC(CO)(C)C)C